methyl 3-nitro-4-(pyridin-2-ylamino)benzoate [N+](=O)([O-])C=1C=C(C(=O)OC)C=CC1NC1=NC=CC=C1